(2S)-1-[2-[5-bromo-2-(8-chloro-4-oxo-chromen-2-yl)-4-methyl-phenoxy]acetyl]pyrrolidine-2-carboxylic acid BrC=1C(=CC(=C(OCC(=O)N2[C@@H](CCC2)C(=O)O)C1)C=1OC2=C(C=CC=C2C(C1)=O)Cl)C